Ethyl (NZ)-N-[[(7-bromo-6-chloro-1,3-dihydroisobenzofuran-5-yl)amino]-ethylsulfanyl-methylene]carbamate BrC=1C(=C(C=C2COCC12)N/C(=N/C(OCC)=O)/SCC)Cl